N-(cyclopropyl(methyl)(oxo)-λ6-sulfaneylidene)-4-((5-(trifluoromethyl)-1,2,4-oxadiazol-3-yl)methyl)benzamide C1(CC1)S(=NC(C1=CC=C(C=C1)CC1=NOC(=N1)C(F)(F)F)=O)(=O)C